FC1=C(C=CC=C1NS(=O)(=O)CCC)C=1N=C(SC1C1=NC=NC=C1)C1CCN(CC1)C(=O)OC(C)(C)C tert-butyl 4-{4-[2-fluoro-3-(propane-1-sulfonamido)phenyl]-5-(pyrimidin-4-yl)-1,3-thiazol-2-yl}piperidine-1-carboxylate